COCCOCCOCCOCCOC bis[2-(2-methoxyethoxy) ethyl] ether